6-chloro-1,4-dimethylphthalazine ClC=1C=C2C(=NN=C(C2=CC1)C)C